1-(3-(3-(5-methyl-1H-indazol-4-yl)isoquinolin-7-yl)azetidin-1-yl)prop-2-en-1-one CC=1C(=C2C=NNC2=CC1)C=1N=CC2=CC(=CC=C2C1)C1CN(C1)C(C=C)=O